CC1(OC2=C(C(C1)O)C(=C(C(=C2)OS(=O)(=O)C2=CC=C(C)C=C2)C(=O)OC)OC)C methyl 2,2-dimethyl-4-hydroxy-5-methoxy-7-(p-toluenesulfonyloxy)-2,3-dihydrobenzopyran-6-carboxylate